(2E)-4-(dimethylamino)-1-[3-(pyridin-4-yl)-2-{4-[(trifluoromethyl)sulfanyl]phenyl}-6,7-dihydropyrazolo[1,5-a]pyrazin-5(4H)-yl]but-2-en-1-one CN(C/C=C/C(=O)N1CC=2N(CC1)N=C(C2C2=CC=NC=C2)C2=CC=C(C=C2)SC(F)(F)F)C